C1(CC1)COC1=C(C(=C(C=C1)NC=1C2=C(N=CN1)C=C(C(=N2)N2[C@@H]1CN[C@H](C2)C1)F)F)F N-[4-(cyclopropylmethoxy)-2,3-difluoro-phenyl]-6-[(1S,4S)-2,5-diazabicyclo[2.2.1]heptan-2-yl]-7-fluoro-pyrido[3,2-d]pyrimidin-4-amine